C(CCCCCCCCCCC)C1=CC=CC=C1.[Na] sodium dodecylbenzol